vinyltris(methylethoxy)silane C(=C)[Si](OC(C)C)(OC(C)C)OC(C)C